Di-Ethyl-Malonat C(C)C(C(=O)[O-])(C(=O)[O-])CC